R-S-adenosyl-L-methionine [C@@H]1([C@H](O)[C@H](O)[C@@H](C[S+](CC[C@@H](N)C(=O)O)C)O1)N1C=NC=2C(N)=NC=NC12